creatine sodium sulfate salt S(=O)(=O)([O-])[O-].[Na+].O=C(O)CN(C)C(N)=N.[Na+]